Tris(bipyridine) ruthenium (II) chloride [Ru](Cl)Cl.N1=C(C=CC=C1)C1=NC=CC=C1.N1=C(C=CC=C1)C1=NC=CC=C1.N1=C(C=CC=C1)C1=NC=CC=C1